(1-(4-cyclopropyl-2-ethyl-5-(5-(2-methoxyethyl)-4H-1,2,4-triazol-3-yl)benzoyl)piperidin-4-yl)benzonitrile C1(CC1)C1=CC(=C(C(=O)N2CCC(CC2)C2=C(C#N)C=CC=C2)C=C1C1=NN=C(N1)CCOC)CC